1-(3-((4-((5-(imidazo[1,2-a]pyridin-8-yl)-2-methoxyphenyl)amino)-7-methoxyquinazolin-6-yl)oxy)azetidin-1-yl)prop-2-en-1-one N=1C=CN2C1C(=CC=C2)C=2C=CC(=C(C2)NC2=NC=NC1=CC(=C(C=C21)OC2CN(C2)C(C=C)=O)OC)OC